(4-(5-Amino-4-cyano-1-(1-hydroxy-2-methylpropan-2-yl)-1H-pyrazol-3-yl)phenyl)-N-(3-neopentylisoxazol-5-yl)acetamide NC1=C(C(=NN1C(CO)(C)C)C1=CC=C(C=C1)CC(=O)NC1=CC(=NO1)CC(C)(C)C)C#N